CN1CC2=C(C3=C(C1=O)C=CN=C3)C=C(C=C2)C=2C(=NC=CC2)C 6-Methyl-10-(2-methyl-pyridin-3-yl)-6,7-dihydro-2,6-diaza-dibenzo[a,c]cyclohepten-5-one